chloroform dimethyl-6,6'-[(6,6'-bis(naphthalen-2-yl)[1,1'-binaphthalene]-2,2'-diyl)bis(oxymethylene)]di(naphthalene-2-carboxylate) COC(=O)C1=CC2=CC=C(C=C2C=C1)COC1=C(C2=CC=C(C=C2C=C1)C1=CC2=CC=CC=C2C=C1)C1=C(C=CC2=CC(=CC=C12)C1=CC2=CC=CC=C2C=C1)OCC=1C=C2C=CC(=CC2=CC1)C(=O)OC.C(Cl)(Cl)Cl